NC1=CC=C(C=C1)C1=C(C=NC=C1)CC(=O)N1CCCC1 2-(4-(4-aminophenyl)pyridin-3-yl)-1-(pyrrolidin-1-yl)ethan-1-one